methyl 8-bromoimidazo[1,5-a]pyridine-5-carboxylate BrC=1C=2N(C(=CC1)C(=O)OC)C=NC2